BrC1=CC(=NC=C1F)C(=O)N1C(CN(CC2=C1C=CC=C2C(F)(F)F)S(=O)(=O)C(F)(F)F)CCC2=CC=C(C=C2)F (4-Bromo-5-fluoropyridin-2-yl)(2-(4-fluorophenethyl)-6-(trifluoromethyl)-4-((trifluoromethyl)sulfonyl)-2,3,4,5-tetrahydro-1H-benzo[e][1,4]diazepin-1-yl)methanone